propane trifluoroacetate FC(C(=O)O)(F)F.CCC